ClC=1C=C(C=CC1C(=O)N1CC(C1)O)NC(=O)C1=C(C(=NS1)C1=C2C=CNC(C2=CC=C1)=O)C1CC1 N-(3-chloro-4-(3-hydroxyazetidine-1-carbonyl)phenyl)-4-cyclopropyl-3-(1-oxo-1,2-dihydroisoquinolin-5-yl)isothiazole-5-carboxamide